tert-butyl 4-[5-[5-(2,6-dimethyl-4-pyridyl)-6-isopropyl-4H-thieno[3,2-b]pyrrol-2-yl]-1,3,4-oxadiazol-2-yl]piperidine-1-carboxylate CC1=NC(=CC(=C1)C1=C(C2=C(N1)C=C(S2)C2=NN=C(O2)C2CCN(CC2)C(=O)OC(C)(C)C)C(C)C)C